C(C)(C)(C)OC(C(CCOC)N1C(C=C(C(=C1)OC)C1=C(C=CC(=C1)Cl)C=1OC(=NN1)C(F)F)=O)=O 2-[4-{5-chloro-2-[5-(difluoromethyl)-1,3,4-oxadiazol-2-yl]phenyl}-5-methoxy-2-oxopyridin-1(2H)-yl]-4-methoxybutyric acid tert-butyl ester